C(C)N1C=CC=2C1=NC=C(C2)C(=O)NCCC2=CC=C(C=C2)N2CCNCC2 1-ethyl-N-(4-(piperazin-1-yl)phenethyl)-1H-pyrrolo[2,3-b]pyridine-5-carboxamide